Butyl (R)-5-methoxy-4-((2-(4-(methoxycarbonyl)phenyl)-4-(2,2,2-trifluoroethyl)piperazin-1-yl)methyl)-7-methyl-1H-indole-1-carboxylate COC=1C(=C2C=CN(C2=C(C1)C)C(=O)OCCCC)CN1[C@@H](CN(CC1)CC(F)(F)F)C1=CC=C(C=C1)C(=O)OC